4-(3-(1H-indol-5-yl)-1-tosyl-1H-pyrrolo[2,3-b]pyridin-5-yl)benzaldehyde N1C=CC2=CC(=CC=C12)C1=CN(C2=NC=C(C=C21)C2=CC=C(C=O)C=C2)S(=O)(=O)C2=CC=C(C)C=C2